[I-].C(C)OC(CCCCCCCCC1=C(C=CC=C1)P(C1=CC=CC=C1)C1=CC=CC=C1)OCC 9,9-diethoxynonyltriphenylphosphine iodide